6-bromo-9-methyl-2-(methylsulfonyl)-[1,2,4]triazolo[4',3':1,6]pyrido[2,3-d]pyrimidine BrC1=CC2=C(N=C(N=C2)S(=O)(=O)C)N2C1=NN=C2C